5-amino-2,4,6-triiodo-N,N'-bis(2,3-dihydroxypropyl)-1,3-benzenedicarboxamide NC=1C(=C(C(=C(C1I)C(=O)NCC(CO)O)I)C(=O)NCC(CO)O)I